[Si](C)(C)(C(C)(C)C)OCC1(CC1)CC1=C(C(=NC=C1)C(C)C)N (1-(((tert-butyldimethylsilyloxy)methyl)cyclopropyl)methyl)-2-isopropylpyridine-3-amine